C(CCCCCCCCCCCCCCC)OC(CCCCCCCCCCCCCCC(C)C)=O Cetylisostearat